4-Methylbenzenesulfonic acid 2-(4-bromophenoxy)-3-hydroxy-2-methylpropyl ester BrC1=CC=C(OC(COS(=O)(=O)C2=CC=C(C=C2)C)(CO)C)C=C1